FC=1C=2N(C=C(C1)NC(=O)C=1C=CC=C3C(=CN=NC13)N(C1CC(NC(C1)(C)C)(C)C)C)C=C(N2)C N-[8-fluoro-2-methylimidazo[1,2-a]pyridin-6-yl]-4-[methyl(2,2,6,6-tetramethylpiperidin-4-yl)amino]cinnoline-8-carboxamide